C(C)(C)(C)OC(=O)N1C[C@@H](CC1)CO tert-butyl-(3R)-3-(hydroxymethyl)pyrrolidine-1-carboxylate